C(CC)(=O)N1C=CC2=CC(=CC=C12)C=1OC=C(N1)C(=O)NCC=1C=NC=CC1 2-(1-propionylindol-5-yl)-N-(pyridin-3-ylmethyl)oxazole-4-carboxamide